5-[5-(2-aminoethyl)pyrimidin-2-yl]-6-(5-cyclopropyl-2-methylpyrazol-3-yl)oxypyridine-2-carbonitrile NCCC=1C=NC(=NC1)C=1C=CC(=NC1OC=1N(N=C(C1)C1CC1)C)C#N